triethyl-silane C(C)[SiH](CC)CC